Phenyl-(S)-3-(m-tolyl)-3,4-dihydropyridine-1(2H)-carboxylate C1(=CC=CC=C1)OC(=O)N1C[C@@H](CC=C1)C=1C=C(C=CC1)C